C(C)(C)(C)OC(N[C@@H]1C(N(C2=C(OC1)C=CC(=C2)OCCCC2CCCCC2)C)=O)=O (S)-(7-(3-Cyclohexylpropoxy)-5-methyl-4-oxo-2,3,4,5-tetrahydrobenzo[b][1,4]oxazepin-3-yl)carbamic acid tert-butyl ester